BrC1=CC=C(C2=CC=CC=C12)C1=NC(=NC(=C1)C1=CC=CC=C1)C1=CC=CC=C1 4-(1-bromonaphthalen-4-yl)-2,6-diphenylpyrimidine